[N+](=O)([O-])/C(=C/CCCCCCCC(=O)O)/CCCCC (E)-10-nitro-pentadec-9-enoic acid